N-[2-(dimethylamino)-2-ethyl]-3,4,5-trihydroxybenzamide CN(C(C)NC(C1=CC(=C(C(=C1)O)O)O)=O)C